2-(6-amino-4-chloro-1H-pyrazolo[3,4-d]pyrimidin-1-yl)-2-(3-methoxyphenyl)propionic acid methyl ester hydrochloride Cl.COC(C(C)(C1=CC(=CC=C1)OC)N1N=CC=2C1=NC(=NC2Cl)N)=O